C(CC)(=O)[O-].C(CC)(=O)[O-].[Zr+4].C(C)C(C(=O)[O-])(C(O)(C(=O)O)CC(=O)[O-])CC.C(C)C(C(=O)O)(C(O)(C(=O)O)CC(=O)O)CC bis(diethyl citrate) zirconium dipropionate